OCC1[C@@H]2CC[C@H](CN1)N2C(=O)OC(C)(C)C tert-butyl (1s,5r)-2-(hydroxymethyl)-3,8-diazabicyclo[3.2.1]octane-8-carboxylate